sodium (4-methoxy-3,5-dimethylpyridine-2-yl)methanesulfinic acid COC1=C(C(=NC=C1C)CS(=O)O)C.[Na]